lithium 4,5-dicyano-2-(trifluoromethyl)imidazolide C(#N)C=1N=C([N-]C1C#N)C(F)(F)F.[Li+]